3-(5-(4-((1-(4-(3-hydroxy-6,7-dihydro-5H-benzo[7]annulen-9-yl)phenyl)piperidin-4-yl)methyl)piperazin-1-yl)-1-oxoisoindolin-2-yl)piperidine-2,6-dione OC1=CC2=C(C(=CCCC2)C2=CC=C(C=C2)N2CCC(CC2)CN2CCN(CC2)C=2C=C3CN(C(C3=CC2)=O)C2C(NC(CC2)=O)=O)C=C1